NC(C)N(C(C(=O)NC(CC([C@@H](NC(CCCCCCC\C=C/CCCCCCCC)=O)CS)=O)N)C)C(C(=O)NC(CC([C@@H](NC(CCCCCCC\C=C/CCCCCCCC)=O)CS)=O)N)C (1-aminoethyl)iminobis[N-(oleoylcysteinyl-1-amino-ethyl)propionamide]